[Li].C1(CC1)C1=C(N(C=CC=C1)C)C(=O)O (2R,3R)-3-cyclopropyl-1-methylazepine-2-carboxylic acid lithium